(3R,4R)-1-methyl-pyrrolidine-3,4-diol CN1C[C@H]([C@@H](C1)O)O